CC=1SC(=C(N1)C)CCN 2-(2,4-dimethyl-thiazol-5-yl)-ethylamine